[N+](=O)([O-])C=C1CNC1 3-(nitromethylene)azetidine